The molecule is a dihydroxybenzaldehyde carrying hydroxy groups at positions 2 and 5. It has a role as a Penicillium metabolite, a mouse metabolite and a human metabolite. C1=CC(=C(C=C1O)C=O)O